N-((trans-4-(((5-chlorobenzofuran-2-yl)methyl)carbamoyl)cyclohexyl)methyl)-5-(trifluoromethyl)picolinamide ClC=1C=CC2=C(C=C(O2)CNC(=O)[C@@H]2CC[C@H](CC2)CNC(C2=NC=C(C=C2)C(F)(F)F)=O)C1